B(O)(O)O.S(SN=C=O)N=C=O dithio isocyanate borate